O-benzyl-hydroxylamine C(C1=CC=CC=C1)ON